C(CCCCCC)OC(N(CC)CC)=O.[Si].C(C=C)(=O)[Li].[Li] lithium alloyl-lithium silicon heptyl-N,N-diethylcarbamate